5-chloro-N2-(3-chloro-4-(4-(4-methylpiperazin-1-yl)piperidin-1-yl)phenyl)-N4-(naphthalen-2-yl)pyrimidine-2,4-diamine ClC=1C(=NC(=NC1)NC1=CC(=C(C=C1)N1CCC(CC1)N1CCN(CC1)C)Cl)NC1=CC2=CC=CC=C2C=C1